ethyl 3-bromo-6,7-dihydro-5H-cyclopenta[b]pyridine-6-carboxylate BrC=1C=C2C(=NC1)CC(C2)C(=O)OCC